ClC=1C=C(C=CC1)\C=C(\C(=O)N1CC(CCC1)C(=O)OCC)/CSC1=CC=CC=C1 Ethyl (Z)-1-(3-(3-chlorophenyl)-2-((phenylthio)methyl)acryloyl)piperidine-3-carboxylate